4-(4-(4-(2-(2-aminopyridin-3-yl)-5-phenyl-3H-imidazo[4,5-b]pyridin-3-yl)benzyl)piperazine-1-carbonyl)picolinonitrile NC1=NC=CC=C1C1=NC=2C(=NC(=CC2)C2=CC=CC=C2)N1C1=CC=C(CN2CCN(CC2)C(=O)C2=CC(=NC=C2)C#N)C=C1